CN(C(OC(C)(C)C)=O)CCN1N=CC(=C1)C=1C=NC2=CC=C(C=C2C1)B1OC(C(O1)(C)C)C tert-butyl methyl(2-(4-(6-(4,4,5-trimethyl-1,3,2-dioxaborolan-2-yl)quinolin-3-yl)-1H-pyrazol-1-yl)ethyl)carbamate